4'-((1R,5S)-3,8-diazabicyclo[3.2.1]octan-3-yl)-2'-((tetrahydro-1H-pyrrolizin-7a(5H)-yl)methoxy)-2,3,5',8'-tetrahydro-6'H-spiro[indene-1,7'-quinazolin]-6-ol [C@H]12CN(C[C@H](CC1)N2)C2=NC(=NC=1CC3(CCC21)CCC2=CC=C(C=C23)O)OCC23CCCN3CCC2